C(CCC)N(CCCC)CC(=O)OCCCCCCC 1-heptanol N,N-dibutylaminoacetate